(S)-7-((3-amino-5-(1-amino-1,3-dihydrospiro[inden-2,4'-piperidin]-1'-yl)pyrazine-2-yl)thio)-8-chloro-2-isopropylisoquinolin-1(2H)-one NC=1C(=NC=C(N1)N1CCC2(CC1)[C@@H](C1=CC=CC=C1C2)N)SC2=CC=C1C=CN(C(C1=C2Cl)=O)C(C)C